C(C)(C)(C)OC(NC1CN(C1)C(NC1=CC=C(C=C1)N[C@@H]1C[C@@H](N(C2=CC=CC=C12)C(CC)=O)C)=O)=O tert-butyl(1-((4-(((2S,4R)-2-methyl-1-propionyl-1,2,3,4-tetrahydroquinolin-4-yl)amino)phenyl)carbamoyl)azetidin-3-yl)carbamate